[N].[Ti].[Cu] copper-titanium nitrogen